(2S)-3,3,3-trifluoro-2-methyl-2-{[2-(pyridin-4-yl)pyrido[3,4-d]Pyrimidin-4-yl]Amino}propanoic acid FC([C@](C(=O)O)(NC=1C2=C(N=C(N1)C1=CC=NC=C1)C=NC=C2)C)(F)F